C(C)(C)(C)OC(=O)N1CC=C(CC1)C1=NC(=NC=C1)Cl 4-(2-chloropyrimidin-4-yl)-5,6-dihydropyridine-1(2H)-carboxylic acid tert-butyl ester